(3aS,4S,5S,6aR)-3a,4-dihydroxy-5-phenoxyhexahydrocyclopenta[c]pyrrole-2(1H)-carboxylic acid benzyl ester C(C1=CC=CC=C1)OC(=O)N1C[C@@H]2[C@](C1)([C@H]([C@H](C2)OC2=CC=CC=C2)O)O